C(CC)S(=O)(=O)ON=C1C=CCS1 5-propylsulfonyloxyimino-5H-thiophene